2-(5-bromo-3-ethylsulfonyl-2-pyridyl)-6-(trifluoromethyl)-3H-pyrrolo[3,4-c]pyridin-1-one BrC=1C=C(C(=NC1)N1CC=2C=NC(=CC2C1=O)C(F)(F)F)S(=O)(=O)CC